CC1(OC=2C=C(C=C(C2C(C1)C=C(CCC)C)O)CCCCC)C 2,2-Dimethyl-4-(2-methylpent-1-enyl)-7-pentyl-3,4-dihydrochromen-5-ol